C(C)N1N=C(C(=C1)C1=C(C=CC=C1)[C@H]1C2=C(CN(C1)C(C#C[C@@]1(NCCC1)C)=O)SC(=C2)C#N)C(F)(F)F (S)-4-(2-(1-Ethyl-3-(trifluoromethyl)-1H-pyrazol-4-yl)phenyl)-6-(3-((R)-2-methylpyrrolidin-2-yl)propioloyl)-4,5,6,7-tetrahydrothieno[2,3-c]pyridine-2-carbonitrile